C(#C)C=1C=C(N)C=CC1C#N 3-ethynyl-4-cyano-aniline